C(C)(C)(C)C1=CC=2C3(C4=CC(=CC(=C4C2C=C1)C1=CC=C(C=C1)Cl)C(C)(C)C)C1=CC=CC=C1C=1C=CC=CC13 2,7-di-tert-butyl-5-(4-chlorophenyl)-9,9'-spirobi[fluorene]